C(C)(C)(C)OC(=O)N1C[C@H]([C@@H](C1)F)N(C)C trans-tert-butyl-3-(dimethylamino)-4-fluoropyrrolidine-1-carboxylate